O1CCN(CC1)CCOC=1C=C(C=CC1)B1OC(C)(C)C(C)(C)O1 3-(2-morpholinoethoxy)phenylboronic acid pinacol ester